(S)-6-(1-amino-1,3-dihydrospiro[indene-2,4'-piperidin]-1'-yl)-3-(8,8-dimethyl-3,4,8,9-tetrahydro-1H-pyrano[3,4-b]quinolin-6-yl)-1,5-dihydro-4H-pyrazolo[3,4-d]pyrimidin-4-one N[C@@H]1C2=CC=CC=C2CC12CCN(CC2)C=2NC(C1=C(N2)NN=C1C=1C=2C=C3C(=NC2CC(C1)(C)C)COCC3)=O